2-(3-methylpyridin-4-yl)-N-(2-morpholinyl-5-(piperidin-1-yl)thiazolo[4,5-b]pyridin-6-yl)oxazole-4-carboxamide CC=1C=NC=CC1C=1OC=C(N1)C(=O)NC=1C=C2C(=NC1N1CCCCC1)N=C(S2)N2CCOCC2